CC1(C2(CO2)CCN(C1)C(=O)OC(C)(C)C)C tert-Butyl 4,4-dimethyl-1-oxa-6-azaspiro[2.5]octane-6-carboxylate